FC=1C(=C(C=C(C1)CC(C)C)N1CCC(CC1)CC1=NC=CC=C1)C=1N=NNN1 2-((1-(3-fluoro-5-isobutyl-2-(2H-tetrazol-5-yl)phenyl)piperidin-4-yl)methyl)pyridine